[N+](=O)([O-])C1=C(C=CC=C1)C1=C(NC=C1C(=O)NCC=1C=NC=CC1)C1=CC=C(C=C1)C(F)(F)F (2-Nitrophenyl)-N-(pyridin-3-ylmethyl)-2-(4-(trifluoromethyl)phenyl)Azole-4-carboxamide